FC1=C(NC2=CC=CC=C12)CCN 2-(3-fluoro-1H-indol-2-yl)ethane-1-amine